C1(CC1)[C@@H](CCC=C)S(=O)(=O)N (1R)-1-CYCLOPROPYL-4-PENTENE-1-SULFONAMIDE